C(C=C(C)C)C1=C(C=C(C=C1O)O)C=CC1=CC=C(O)C=C1 prenyl-resveratrol